(3-chloro-4-fluorophenyl)-1-(isoxazol-3-yl)-1-((6,7,8,9-tetrahydro-5H-[1,2,4]triazolo[4,3-a]azepin-3-yl)methyl)urea ClC=1C=C(C=CC1F)NC(N(CC1=NN=C2N1CCCCC2)C2=NOC=C2)=O